1-(3-(difluoromethoxy)phenyl)-3,3-dimethyl-2-oxo-2,3-dihydro-1H-pyrrolo[2,3-b]Pyridine-5-carboxylic acid methyl ester COC(=O)C=1C=C2C(=NC1)N(C(C2(C)C)=O)C2=CC(=CC=C2)OC(F)F